(S)-N-(5-(4-((1-(5-(3,5-difluorophenyl)-4,5-dihydro-1H-pyrazole-1-carbonyl)azetidin-3-yl)oxy)-5-fluoropyridin-2-yl)-1-methyl-1H-pyrazol-4-yl)isobutyramide FC=1C=C(C=C(C1)F)[C@@H]1CC=NN1C(=O)N1CC(C1)OC1=CC(=NC=C1F)C1=C(C=NN1C)NC(C(C)C)=O